(2S,3S,4R,5R)-5-(2-(5-chloropyridin-3-yl)-6-(cyclopropylamino)-9H-purin-9-yl)-3,4-dihydroxyl-N-(methyl-d3)tetrahydrofuran-2-carboxamide ClC=1C=C(C=NC1)C1=NC(=C2N=CN(C2=N1)[C@H]1[C@@H]([C@@H]([C@H](O1)C(=O)NC([2H])([2H])[2H])O)O)NC1CC1